5H-PYRROLO[2,3-b]PYRAZINE N1=C2C(=NC=C1)NC=C2